9-(4-tert-butylphenyl)-3,6-di(triphenylsilyl)-9H-carbazole C(C)(C)(C)C1=CC=C(C=C1)N1C2=CC=C(C=C2C=2C=C(C=CC12)[Si](C1=CC=CC=C1)(C1=CC=CC=C1)C1=CC=CC=C1)[Si](C1=CC=CC=C1)(C1=CC=CC=C1)C1=CC=CC=C1